FC(C=1C=C(C(=O)NC(C)C2=NC=CN=C2N2N=CC=N2)C=C(C1)C(F)(F)F)F 3-(difluoromethyl)-N-[1-[3-(triazol-2-yl)pyrazin-2-yl]ethyl]-5-(trifluoromethyl)benzamide